l-p-hydroxyethylamino-2-nitrobenzene OCCNC1=CC(=CC=C1)[N+](=O)[O-]